CN(C(OCC(CC)OC(N(C)C)=O)=O)C butane-1,2-diyl bis(dimethylcarbamate)